N1CC=NC2C1=CCCC2 1,2,4a,5-tetrahydro-7H-benzo[e]pyrazin